N-[4-(1-{[(2,4-dimethoxyphenyl)methyl]amino}-4-methylphthalazin-6-yl)-2-(4,4,5,5-tetramethyl-1,3,2-dioxaborolan-2-yl)phenyl]benzamide COC1=C(C=CC(=C1)OC)CNC1=NN=C(C2=CC(=CC=C12)C1=CC(=C(C=C1)NC(C1=CC=CC=C1)=O)B1OC(C(O1)(C)C)(C)C)C